FC=1C=C(C=C(C1C=O)F)N1C(N=C(C=C1)NC(=O)N1CCN(CC1)C(C(C)(C)NC(OC(C)(C)C)=O)=O)=O tert-butyl (1-(4-((1-(3,5-difluoro-4-formylphenyl)-2-oxo-1,2-dihydropyrimidin-4-yl)carbamoyl)piperazin-1-yl)-2-methyl-1-oxopropan-2-yl)carbamate